C(C)(C)(C)N1N=CC(=C(C1=O)Cl)SCC1=C(C#N)C=CC=C1 ((1-tert-butyl-5-chloro-6-oxo-1,6-dihydropyridazin-4-yl)thiomethyl)benzonitrile